ClC=1C=CC=C2C=CC=C(C12)[C@@H]1CC=2N=C(N=C(C2CO1)N1C[C@@H](N(CC1)C(C(=C)F)=O)CC#N)OC[C@H]1N(CCC1)C 2-((S)-4-((S)-7-(8-chloronaphthalen-1-yl)-2-(((S)-1-methylpyrrolidin-2-yl)methoxy)-7,8-dihydro-5H-pyrano[4,3-d]pyrimidin-4-yl)-1-(2-fluoroacryloyl)piperazin-2-yl)acetonitrile